ClC=1N=C(C(N(C1)CC1=CC=C(C=C1)OC)=O)C#CC(C)(C)C 5-Chloro-3-(3,3-dimethylbut-1-ynyl)-1-[(4-methoxyphenyl)methyl]pyrazin-2-one